1,3,5-tris(3,3-dimethylbutyrylamino)benzene CC(CC(=O)NC1=CC(=CC(=C1)NC(CC(C)(C)C)=O)NC(CC(C)(C)C)=O)(C)C